N1N=NN=C1C1=C(C=CC=C1)NC(C1=C(C=C(C(=O)NC2=C(C=CC=C2)C2=NN=NN2)C(=C1)O)O)=O N1,N4-bis(2-(1H-tetrazol-5-yl)phenyl)-2,5-dihydroxyterephthalamide